C(#N)C1=C(C(=O)N[C@@H](CO)COCCCCCCCCCCCCCCCCCC)C=CC=C1 (S)-2-cyano-N-(1-hydroxy-3-(octadecyloxy)propan-2-yl)benzamide